ClC=1C(=C(C#N)C=CC1)CC1=C(C(=CC(=C1)C)C)OCCN1CCOCC1 3-Chloro-2-(3,5-dimethyl-2-(2-morpholinoethoxy)benzyl)benzonitrile